bis(3,5-dimethylphenyl)t-pentylphosphine chloride [Cl-].CC=1C=C(C=C(C1)C)P(C(C)(C)CC)C1=CC(=CC(=C1)C)C